7-(7-(8-Ethyl-7-fluoro-3-hydroxynaphthalen-1-yl)-6,8-difluoro-2-(((2R,7aS)-2-fluorotetrahydro-1H-pyrrolizin-7a(5H)-yl)methoxy)quinazolin-4-yl)-1-oxa-7-azaspiro[4.5]decan-2-one C(C)C=1C(=CC=C2C=C(C=C(C12)C1=C(C=C2C(=NC(=NC2=C1F)OC[C@]12CCCN2C[C@@H](C1)F)N1CC2(CCC(O2)=O)CCC1)F)O)F